2-dimethylamino-3-methoxymethyl-1-methyl-1,4-dihydropyrimidinium CN(C1[NH+](C=CCN1COC)C)C